2-(2,5-dichlorophenyl)-4-[[phenylsulfonyl]oxy]-5-amino-3(2H)-furanone ClC1=C(C=C(C=C1)Cl)C1OC(=C(C1=O)OS(=O)(=O)C1=CC=CC=C1)N